(E)-3-(6-(4-fluorophenyl)-7-methyl-4a,7a-dihydro-7H-pyrrolo[2,3-d]pyrimidin-5-yl)-1-(4-hydroxypiperidin-1-yl)prop-2-en-1-one FC1=CC=C(C=C1)C1=C(C2C(N=CN=C2)N1C)/C=C/C(=O)N1CCC(CC1)O